ClC=1C=C2C(=NC(=NC2=C(C1C1=CC=CC2=C1N=C(O2)C#N)F)OC[C@H]2N(CCC2)C)N2CCNCC(C2)(F)F 4-(6-chloro-4-(6,6-difluoro-1,4-diazepan-1-yl)-8-fluoro-2-(((S)-1-methylpyrrolidin-2-yl)methoxy)quinazolin-7-yl)benzo[d]oxazole-2-carbonitrile